C(C)(=O)C=1C=C(C=CC1)NC(=O)N(CC(=O)O)C 2-([(3-ACETYLPHENYL)CARBAMOYL](METHYL)AMINO)ACETIC ACID